4-bromo-3,5-xylenol BrC1=C(C=C(C=C1C)O)C